5-chloro-4-(3-oxo-5,6,7,8-tetrahydro[1,2,4]triazolo[4,3-a]pyridin-2(3H)-yl)-2-{[(2S)-1,1,1-trifluoroprop-2-yl]oxy}benzoic acid ClC=1C(=CC(=C(C(=O)O)C1)O[C@H](C(F)(F)F)C)N1N=C2N(CCCC2)C1=O